COC(=O)C=1N=NN(C1CC1=CC=CC=C1)C.C(C=C)[Si](C)(C)OC allyl-(methoxy)(dimethyl)silane Methyl-5-benzyl-1-methyl-1H-1,2,3-triazole-4-carboxylate